3,7-dimethyl-2-(4-(methylsulfonyl)phenyl)-5-(piperidin-4-yl)-3H-imidazo[4,5-b]pyridine CN1C(=NC=2C1=NC(=CC2C)C2CCNCC2)C2=CC=C(C=C2)S(=O)(=O)C